1-(3-(4-(cyclopropanecarbonyl)piperazine-1-carbonyl)quinolin-4-yl)-4-methylpiperidine-4-carbonitrile C1(CC1)C(=O)N1CCN(CC1)C(=O)C=1C=NC2=CC=CC=C2C1N1CCC(CC1)(C#N)C